2-(4,6-diphenylpyrimidin-2-yl)-3,4,5,6-tetrakis(9H-pyrido[3,4-b]indol-9-yl)benzonitrile C1(=CC=CC=C1)C1=NC(=NC(=C1)C1=CC=CC=C1)C1=C(C#N)C(=C(C(=C1N1C2=C(C3=CC=CC=C13)C=CN=C2)N2C1=C(C3=CC=CC=C23)C=CN=C1)N1C2=C(C3=CC=CC=C13)C=CN=C2)N2C1=C(C3=CC=CC=C23)C=CN=C1